tri-chloroisopropanol ClC(C(C)(O)Cl)Cl